COC1=CC=C2C(=N1)C(=CN2)CCNC(C)C N-(2-(5-methoxy-1H-pyrrolo[3,2-b]pyridin-3-yl)ethyl)propan-2-amine